1-methyl-7-[4-(4-methylpiperazin-1-yl)anilino]-3-(3-phenyl-1-prop-2-enyl-4-piperidinyl)-4H-pyrimido[4,5-d]pyrimidin-2-one CN1C(N(CC=2C1=NC(=NC2)NC2=CC=C(C=C2)N2CCN(CC2)C)C2C(CN(CC2)CC=C)C2=CC=CC=C2)=O